neopentyl-titanium C(C(C)(C)C)[Ti]